N-(3-acetylphenyl)-4-methoxybenzamide CC(=O)C1=CC(=CC=C1)NC(=O)C2=CC=C(C=C2)OC